pyrido[2,3-d]pyrimidine-2,4-diol N1=C(N=C(C2=C1N=CC=C2)O)O